4,4'-divinylbiphenyl C(=C)C1=CC=C(C=C1)C1=CC=C(C=C1)C=C